FC1=C(C(=CC=C1)F)C1=N[C@H](C2=NC(=NN2C=2SC=3CCCCCC3C12)C)C (7S)-9-(2,6-difluorophenyl)-4,7-dimethyl-18-thia-2,3,5,8-tetraazatetracyclo[8.8.0.02,6.011,17]octadeca-1(10),3,5,8,11(17)-pentaene